N-(2,6-diethylphenyl)-N'-(2-ethyl-6-methylphenyl)thiourea C(C)C1=C(C(=CC=C1)CC)NC(=S)NC1=C(C=CC=C1C)CC